3-chloro-N-((5-cyclopropyl-1H-indazol-4-yl)methyl)-4-(trifluoromethyl)benzamide ClC=1C=C(C(=O)NCC2=C3C=NNC3=CC=C2C2CC2)C=CC1C(F)(F)F